(Z)-1-acetyl-2-((6-(4-((3-methoxyoxetan-3-yl)methyl)piperazin-1-carbonyl)quinolin-2-yl)methylene)indolin-3-one C(C)(=O)N1\C(\C(C2=CC=CC=C12)=O)=C/C1=NC2=CC=C(C=C2C=C1)C(=O)N1CCN(CC1)CC1(COC1)OC